1-(6-bromo-1-methyl-1H-indazol-3-yl)pyrimidine-2,4(1H,3H)-dione BrC1=CC=C2C(=NN(C2=C1)C)N1C(NC(C=C1)=O)=O